1-(2,7-dimethyl-3-morpholinoquinoxalin-5-yl)ethan-1-one CC1=NC2=CC(=CC(=C2N=C1N1CCOCC1)C(C)=O)C